2,6-dimethyltetrahydro-4H-thiopyran-4-one 1,1-dioxide CC1S(C(CC(C1)=O)C)(=O)=O